BrC=1C(=C(COOC2=NC(=C(C(=N2)OCC=2C=C(C#N)C=CC2)C=O)OC)C=CC1)Cl 3-(((2-((3-bromo-2-chlorobenzyloxy)oxy)-5-formyl-6-methoxypyrimidin-4-yl)oxy)methyl)benzonitrile